4-methyl-2-nitrobenzaldehyde CC1=CC(=C(C=O)C=C1)[N+](=O)[O-]